n-butoxy-5-hydroxy-2-(4-isobutoxyphenyl)chroman-4-one C(CCC)OC1(OC2=CC=CC(=C2C(C1)=O)O)C1=CC=C(C=C1)OCC(C)C